C(C)(C)[C@@H]1CC[C@H](CC1)C(=O)NC1=CC(=CC(=C1)NC(=O)[C@@H]1CC[C@@H](CC1)C(C)C)NC(=O)[C@@H]1CC[C@@H](CC1)C(C)C trans-4-iso-propylcyclohexylcarbonylamino-3,5-bis[cis-4-iso-propyl-cyclohexylcarbonylamino]benzene